OC(CC(C(=O)O)C1=CC(=C(C=C1)O)O)C 4-hydroxy-(3',4'-dihydroxyphenyl)pentanoic acid